OCCOC=1C(=CC=2N(C1)C=CN2)C(C#N)(C)C 2-[6-(2-hydroxyethoxy)imidazo[1,2-a]pyridin-7-yl]-2-methyl-propanenitrile